3-((5-chloro-2-methoxyphenyl)sulfonamido)-N-(cyclopropylmethyl)-7,8-dihydro-1,6-naphthyridine-6(5H)-carboxamide ClC=1C=CC(=C(C1)S(=O)(=O)NC=1C=NC=2CCN(CC2C1)C(=O)NCC1CC1)OC